1-(2-(5-(4-(Hydroxymethyl)phenyl)-1H-imidazol-2-yl)piperidin-1-yl)-2-(methylsulfanyl)propan-1-one OCC1=CC=C(C=C1)C1=CN=C(N1)C1N(CCCC1)C(C(C)SC)=O